COC1=NN(C=N1)[C@H]1C[C@H](CCC1)NC1=NC=C(C(=N1)OC1COC1)C(F)(F)F N-[(1S,3R)-3-(3-methoxy-1,2,4-triazol-1-yl)cyclohexyl]-4-(oxetan-3-yloxy)-5-(trifluoromethyl)pyrimidin-2-amine